(hydroxymethyl)aminopropane-HCl Cl.OCNCCC